FN1S(=O)(=O)C2=CC=CC=C2C1=O N-fluorosaccharin